N1N=CC=C1C=1C=C(C=CC1)C1=C(C=C2C(=NC=NC2=C1)N1CCN(CC1)C(C=C)=O)Cl 1-(4-(7-(3-(1H-pyrazol-5-yl)phenyl)-6-chloroquinazolin-4-yl)piperazin-1-yl)prop-2-en-1-one